N-propargyl-2-(3-phenyloxetan-3-yl)ethylamine C(C#C)NCCC1(COC1)C1=CC=CC=C1